C(CC)P1OP(OP(O1)CCC)CCC 2,4,6-tripropyl-1,3,5,2,4,6-trioxatriphosphorinane